7β-hydroxy-3,12-diketo-5β-cholan O[C@@H]1[C@H]2[C@@H]3CC[C@H]([C@@H](CCC)C)[C@]3(C(C[C@@H]2[C@]2(CCC(C[C@H]2C1)=O)C)=O)C